1,4-bis(4-(5-(9H-carbazol-9-yl)thiophen-2-yl)phenyl)piperazine C1=CC=CC=2C3=CC=CC=C3N(C12)C1=CC=C(S1)C1=CC=C(C=C1)N1CCN(CC1)C1=CC=C(C=C1)C=1SC(=CC1)N1C2=CC=CC=C2C=2C=CC=CC12